propyl-aluminum lithium salt [Li].C(CC)[Al]